C(C=C)(=O)OC(COC)COC 1,3-dimethoxy-2-propanol acrylate